C1(CCCC1)CC(=O)N[C@H](C(=O)NCC=1C=C2CN(C(C2=CC1)=O)C1C(NC(CC1)=O)=O)C1=CC=C(C=C1)F (2S)-2-(2-cyclopentylacetylamino)-N-((2-(2,6-dioxopiperidin-3-yl)-1-oxoisoindolin-5-yl)methyl)-2-(4-fluorophenyl)acetamide